(4-benzylpiperazin-1-yl)(3,3,5-trimethyl-2,3-dihydro-1H-pyrrolo[3,2-b]pyridin-1-yl)methanone C(C1=CC=CC=C1)N1CCN(CC1)C(=O)N1CC(C2=NC(=CC=C21)C)(C)C